6-bromo-2-(1-(4-ethyl-1,4-diazepan-1-yl)butyl)-3-methylquinazolin-4(3H)-one BrC=1C=C2C(N(C(=NC2=CC1)C(CCC)N1CCN(CCC1)CC)C)=O